N-(2-(2-(cyclopropanesulfonamido)thiazol-4-yl)propan-2-yl)-4-(6-isopropoxypyrazin-2-yl)benzamide C1(CC1)S(=O)(=O)NC=1SC=C(N1)C(C)(C)NC(C1=CC=C(C=C1)C1=NC(=CN=C1)OC(C)C)=O